I[Si]([Si](I)(I)I)(I)I Hexaiododisilan